The molecule is a dibenzooxazepine compound having a chloro substituent at the 2-position and a piperazin-1-yl group at the 11-position. It has a role as an antidepressant, an adrenergic uptake inhibitor, a dopaminergic antagonist and a serotonin uptake inhibitor. C1CN(CCN1)C2=NC3=CC=CC=C3OC4=C2C=C(C=C4)Cl